FC1=CC=C(C=C1)CC(=O)O 4-fluorophenylacetic acid